(R)-8-(5-(2,3-dichloropyridin-4-yl)-6-methylpyrazin-2-yl)-8-azaspiro[4.5]decan-1-amine ClC1=NC=CC(=C1Cl)C=1N=CC(=NC1C)N1CCC2(CCC[C@H]2N)CC1